(S)-toluene CC1=CC=CC=C1